The molecule is a hydroxyisoflavone that is orobol in which the hydroxy group at position 3' has been replaced by a methoxy group. It has been isolated from Crotalaria lachnophora. It has a role as a plant metabolite. It is a methoxyisoflavone and a hydroxyisoflavone. It derives from an orobol. COC1=C(C=CC(=C1)C2=COC3=CC(=CC(=C3C2=O)O)O)O